2-methyl-propanesulfonic acid CC(CS(=O)(=O)O)C